4-methyl-1-(1-(4-nitrophenyl)ethyl)piperazin-2-one CN1CC(N(CC1)C(C)C1=CC=C(C=C1)[N+](=O)[O-])=O